C1(CCCCC1)C1(CCCCC1)C(=O)O cyclohexyl-cyclohexane-formic acid